1,4-bis(9H-carbazole-9-yl)benzene C1=CC=CC=2C3=CC=CC=C3N(C12)C1=CC=C(C=C1)N1C2=CC=CC=C2C=2C=CC=CC12